Br[C@@H](CO)C (R)-2-bromopropanol